rac-2-methoxy-1-(4-nitropyridin-2-yl)ethan-1-ol COC[C@H](O)C1=NC=CC(=C1)[N+](=O)[O-] |r|